S1C(=NC2=C1C=CC=C2)SN Benzthiazolsulfenamide